(Z)-tert-Butyl 4-(tert-butyldimethylsilyloxy)-3-methoxybenzyl(8,8,8-trifluorooct-6-enoyl)carbamate [Si](C)(C)(C(C)(C)C)OC1=C(C=C(CN(C(OC(C)(C)C)=O)C(CCCC\C=C/C(F)(F)F)=O)C=C1)OC